2-[(2S)-2-amino-4-fluorobutyl]-3,5-dichloro-N-[(1,3-thiazol-2-yl)methyl]thieno[3,2-b]pyridin-7-amine dihydrochloride Cl.Cl.N[C@H](CC1=C(C2=NC(=CC(=C2S1)NCC=1SC=CN1)Cl)Cl)CCF